3-[4-(3,3-difluoro-4-piperidinyl)-3-methyl-2-oxo-benzoimidazol-1-yl]piperidine-2,6-dione FC1(CNCCC1C1=CC=CC=2N(C(N(C21)C)=O)C2C(NC(CC2)=O)=O)F